trisodium 5-hydroxy-1-(4-sulfonatophenyl)-4-[(E)-(4-sulfonatophenyl) diazenyl]-1H-pyrazole-3-carboxylate OC1=C(C(=NN1C1=CC=C(C=C1)S(=O)(=O)[O-])C(=O)[O-])\N=N\C1=CC=C(C=C1)S(=O)(=O)[O-].[Na+].[Na+].[Na+]